BrCC1=C(C=C(OC2CN(C2)C(=O)OC(C)(C)C)C=C1C(F)(F)F)C(=O)OC tert-butyl 3-[4-(bromomethyl)-3-(methoxycarbonyl)-5-(trifluoromethyl)phenoxy]azetidine-1-carboxylate